CN(C)C[C@H]1CC(C[C@@H](N1)C=1C=2N(C=CC1)C(=C(N2)C#CCNC2=C(C=C(C=C2)S(=O)(=O)C)OC)CC(F)(F)F)(F)F N-(3-(8-((2R,6R)-6-((dimethylamino)methyl)-4,4-difluoropiperidin-2-yl)-3-(2,2,2-trifluoroethyl)imidazo[1,2-a]pyridin-2-yl)prop-2-yn-1-yl)-2-methoxy-4-(methylsulfonyl)aniline